N-(1-cyclobutyl-1H-pyrazol-4-yl)-2-(1-methyl-1H-pyrazol-4-yl)-1,3-thiazole C1(CCC1)N1N=CC(=C1)N1C(SC=C1)C=1C=NN(C1)C